Ethyl 2-(((2-(1H-indazol-4-yl)-4-morpholinothieno[3,2-d]pyrimidin-6-yl)methyl) (neopentyl)amino)pyrimidine-5-carboxylate N1N=CC2=C(C=CC=C12)C=1N=C(C2=C(N1)C=C(S2)CN(C2=NC=C(C=N2)C(=O)OCC)CC(C)(C)C)N2CCOCC2